C(C)C=1C=C(C=CC1C1=CC=C2C(=NNC2=C1)C=1NC=C(N1)C=1CNCCC1)O 3-ethyl-4-(3-(4-(1,2,5,6-tetrahydropyridin-3-yl)-1H-imidazol-2-yl)-1H-indazol-6-yl)phenol